C1(CC1)N1N=CC=C1C1=NC(=C2N=C(N(C2=N1)CC)C1=CC=NC=C1)N1CCOCC1 4-(2-(1-cyclopropyl-1H-pyrazol-5-yl)-9-ethyl-8-(pyridin-4-yl)-9H-purin-6-yl)morpholine